C(C)(C)NC N-isopropyl-N-methylamine